C(C)(C)[C@H]1CC[C@H](CC1)N1CCC(CC1)N1C=C(C=2C1=NC=CC2)CN2CCCC2 1-(1-(cis-4-isopropylcyclohexyl)piperidin-4-yl)-3-(pyrrolidin-1-ylmethyl)-1H-pyrrolo[2,3-b]pyridine